Acetyl-propylCopper C(C)(=O)[Cu]CCC